FC1=CC(=C(C=C1F)O)C1=NN=C(C=2CCCCC12)N[C@H]1CN(CCC1)C (R)-4,5-difluoro-2-(4-((1-methylpiperidin-3-yl)amino)-5,6,7,8-tetrahydrophthalazin-1-yl)phenol